dipiperidylthiophene N1(CCCCC1)C1=C(SC=C1)N1CCCCC1